9-[(3-cyanophenyl)methyl]-2-pentyl-2,3,4,9-tetrahydro-1H-carbazole-8-carboxylic acid C(#N)C=1C=C(C=CC1)CN1C2=C(C=CC=C2C=2CCC(CC12)CCCCC)C(=O)O